3-Isocyanatopropyltrimethoxysilan N(=C=O)CCC[Si](OC)(OC)OC